5-(7,7-difluoro-5-((trimethylsilyl)oxy)bicyclo[4.1.0]heptan-1-yl)-4-methylthiazole FC1(C2C(CCCC12C1=C(N=CS1)C)O[Si](C)(C)C)F